O[C@@H](C)C=1N(C=CN1)CC1=NOC(=C1)C1=CC=C(C=C1)C#CC=1C=CC(=NC1)CCC(=O)N (S)-3-(5-((4-(3-((2-(1-hydroxyethyl)-1H-imidazol-1-yl)methyl)isoxazol-5-yl)phenyl)ethynyl)pyridin-2-yl)propanamide